ClC1(C(N(CCC1)C1=CC(=CC=C1)I)=O)Cl 3,3-Dichloro-1-(3-iodophenyl)piperidin-2-one